N[C@@H]1CN(CC1)C1=NC(=NC2=CC=C(C=C12)C)N1CCS(C2=C(C1)C=CC=C2)=NCC2COCC2 4-(((S)-3-aminopyrrolidin-1-yl)-6-methylquinazolin-2-yl)-1-(((tetrahydrofuran-3-yl)methyl)imino)-2,3,4,5-tetrahydrobenzo[f][1,4]thiazepine